N-(4-(4-amino-7-bromo-3-(4-((4-methylpyrimidin-2-yl)oxy)phenyl)thieno[3,2-c]pyridin-2-yl)-3-fluorophenyl)methacrylamide NC1=NC=C(C2=C1C(=C(S2)C2=C(C=C(C=C2)NC(C(=C)C)=O)F)C2=CC=C(C=C2)OC2=NC=CC(=N2)C)Br